FC(C1=CC=C(C=C1)N1N=CC(=C1)C=1C=C2C(=CNC2=CC1)NC(OC(C)(C)C)=O)(F)F tert-Butyl N-(5-[1-[4-(trifluoromethyl)phenyl]pyrazol-4-yl]-1H-indol-3-yl)carbamate